(2S,4r)-1-[(2S)-2-[4-[2-(4,4-dimethyl-1-piperidinyl)ethyl]triazol-1-yl]-3,3-dimethyl-butyryl]-4-hydroxy-N-methyl-pyrrolidine-2-carboxamide CC1(CCN(CC1)CCC=1N=NN(C1)[C@H](C(=O)N1[C@@H](C[C@H](C1)O)C(=O)NC)C(C)(C)C)C